N-(3,4,5-trimethoxyphenyl)-benzamide COC=1C=C(C=C(C1OC)OC)NC(C1=CC=CC=C1)=O